NC1=CC=C(C=C1)N1C(N(C2=C1C=NC=C2)C=2C=C(C=CC2)NC(OC(C)(C)C)=O)=O tert-butyl (3-(3-(4-aminophenyl)-2-oxo-2,3-dihydro-1H-imidazo[4,5-c]pyridin-1-yl)phenyl)carbamate